FC(CNC(=O)N1C2CNCC1CC2)(F)F 8-(2,2,2-trifluoroethylcarbamoyl)-3,8-diazabicyclo[3.2.1]-octane